7-(6-(bis(4-methoxybenzyl)amino)-4-methyl-3-(trifluoromethyl)pyridin-2-yl)-6-chloro-5-(2-(((5-((2-(trimethylsilyl)ethoxy)methoxy)pyridin-3-yl)methyl)amino)ethoxy)quinazolin-4(3H)-one COC1=CC=C(CN(C2=CC(=C(C(=N2)C2=C(C(=C3C(NC=NC3=C2)=O)OCCNCC=2C=NC=C(C2)OCOCC[Si](C)(C)C)Cl)C(F)(F)F)C)CC2=CC=C(C=C2)OC)C=C1